CC=1C=C(C=CC1)N=C=S 3-methylphenyl isothiocyanate